1-(difluoromethyl)-5-fluoro-3-((4-methoxy-3-(piperazin-1-yl)phenyl)sulfonyl)-1H-indole FC(N1C=C(C2=CC(=CC=C12)F)S(=O)(=O)C1=CC(=C(C=C1)OC)N1CCNCC1)F